FC1=CC(=CC=2N(C(=NC21)C)C(C)C)C2=CNC=1N=C(N=CC12)C1=NC2=CC=CC=C2C=C1 (5-(4-fluoro-1-isopropyl-2-methyl-1H-benzo[d]imidazol-6-yl)-7H-pyrrolo[2,3-d]pyrimidin-2-yl)quinoline